COC=1C=C(C=CC1OC)S(=O)(=O)N1CCC(CC1)C1=CC=CC=C1 1-((3,4-Dimethoxyphenyl)sulfonyl)-4-phenylpiperidine